3-[(7R)-6-{1H-pyrrolo[2,3-b]pyridin-4-yl}-7-methyl-5H,6H,7H,8H-pyrido[4,3-d]pyrimidin-4-yl]-6-(methanesulfonyl)-6-azabicyclo[3.1.0]hexane N1C=CC=2C1=NC=CC2N2CC1=C(N=CN=C1C1CC3N(C3C1)S(=O)(=O)C)C[C@H]2C